1',5'-dimethyl-4-nitro-1-((2-(trimethylsilyl)ethoxy)methyl)-1H,1'H-3,4'-bipyrazole CN1N=CC(=C1C)C1=NN(C=C1[N+](=O)[O-])COCC[Si](C)(C)C